benzylaminopropylamine C(C1=CC=CC=C1)NCCCN